ClC=1C=C(C=CC1OC(F)(F)F)NC(NC1=NC(=CC(=N1)NCCNS(=O)(=O)C)C)=O N-(2-((2-(3-(3-chloro-4-(trifluoromethoxy)phenyl)ureido)-6-methylpyrimidin-4-yl)amino)ethyl)methanesulfonamide